C12CN(CC(CC1)C2)CCNC(C2=CC=C(C=C2)C2=NOC(=N2)C(F)(F)F)=O N-(2-(3-Azabicyclo[3.2.1]octan-3-yl)ethyl)-4-(5-(trifluoromethyl)-1,2,4-oxadiazol-3-yl)benzamide